monobromo-trifluoromethane BrC(F)(F)F